COC1=C(C=C(C=C1)C(C)OC1=CC=CC=C1)[N+](=O)[O-] 1-methoxy-2-nitro-4-(1-phenoxyethyl)benzene